C(CCCCCCCCCCCCCCCCC)(=O)P(=O)(C(CCCCCCCCCCCCCCCCC)=O)OCC[N+](C)(C)C distearoyl-phosphoryl-choline